((1S,4S,6R)-6-((4,6-dimethylpyrimidin-2-yl)amino)-2-azabicyclo[2.2.1]hept-2-yl)(5-methyl-3-(pyrimidin-2-yl)pyridin-2-yl)methanone CC1=NC(=NC(=C1)C)N[C@@H]1C[C@@H]2CN([C@H]1C2)C(=O)C2=NC=C(C=C2C2=NC=CC=N2)C